C(CCCCCCCCC)N(C(CCCCN(CCCCN(CCCCCCC(C(=O)O)(CCCCCCCC)CCCCCC)CCCCCCC(C(=O)O)(CCCCCCCC)CCCCCC)C)=O)CCCCCCCCCC.N1C(=CC2=CC=CC=C12)C[C@H](N)C(=O)O beta-indolyl-alanine ((4-((5-(didecylamino)-5-oxopentyl)(methyl)amino)butyl)-azanediyl)bis(hexane-6,1-diyl)bis(2-hexyldecanoate)